bis(1,2,2,6,6-pentamethyl piperidin-4-yl)-butyl (3,5-di-t-butyl-4-hydroxybenzyl) malonate C(CC(=O)OCC1=CC(=C(C(=C1)C(C)(C)C)O)C(C)(C)C)(=O)OCCCC(C1CC(N(C(C1)(C)C)C)(C)C)C1CC(N(C(C1)(C)C)C)(C)C